magnesium thallium [Tl].[Mg]